N1(CCC1)C=1C=C(C(=NC1)N)OC 5-(azetidin-1-yl)-3-methoxypyridin-2-amine